N-(2-chloro-5-fluoropyrimidin-4-yl)-6,7-difluoroquinolin-3-amine ClC1=NC=C(C(=N1)NC=1C=NC2=CC(=C(C=C2C1)F)F)F